2-[2-[[6-(trifluoromethoxy)-1,3-benzothiazol-2-yl]methylcarbamoyl]indan-2-yl]acetic acid FC(OC1=CC2=C(N=C(S2)CNC(=O)C2(CC3=CC=CC=C3C2)CC(=O)O)C=C1)(F)F